1-Ethyl-4-methylpiperidinium cyanid [C-]#N.C(C)[NH+]1CCC(CC1)C